N-(2-aminoethyl)-5-(dimethylamino)naphthalene-1-sulfonamide NCCNS(=O)(=O)C1=CC=CC2=C(C=CC=C12)N(C)C